2-((2S,4R)-2-(1-(tert-Butoxycarbonyl)azetidin-2-yl)-5-chloro-6-fluoro-2-phenyl-2,3-dihydrobenzofuran-4-yl)-3-fluoro-4-(2-((tetrahydro-2H-pyran-2-yl)oxy)ethoxy)benzoic acid C(C)(C)(C)OC(=O)N1C(CC1)[C@@]1(OC2=C(C1)C(=C(C(=C2)F)Cl)C2=C(C(=O)O)C=CC(=C2F)OCCOC2OCCCC2)C2=CC=CC=C2